o-methylanilinediazonium hydrochloride Cl.CC1=C(N[N+]#N)C=CC=C1